BrC=1C(=C(OC2=CC=C(C=C2)CCCO)C=CC1)C 3-(4-(3-bromo-2-methylphenoxy)phenyl)propan-1-ol